2-(3-chlorobenzyl)-8-methyl-N-(2-methylbenzyl)-4,5-dihydro-2H-furo[2,3-g]indazole-7-carboxamide ClC=1C=C(CN2N=C3C4=C(CCC3=C2)OC(=C4C)C(=O)NCC4=C(C=CC=C4)C)C=CC1